C(C)(=O)OC=1C(=NC=CC1OC)C(=O)N[C@H](C(=O)ON(C)C(C1=CC=C(C=C1)C(F)(F)F)C1=CC=C(C=C1)C(F)(F)F)C [bis[4-(trifluoromethyl)phenyl]methyl-methyl-amino] (2S)-2-[(3-acetoxy-4-methoxy-pyridine-2-carbonyl)amino]propanoate